1-(1-methanesulfonylcyclopropyl)ethanone CS(=O)(=O)C1(CC1)C(C)=O